ClC=1C=CC(=C(C1)[C@H]1C[C@H](C1)NC(=O)C=1N=NN(C1)[C@H](C)C=1C=NC(=C(C1)OC)N1C([C@@H]2C[C@@H]2C1)=O)C#N |o1:19| N-((cis)-3-(5-chloro-2-cyanophenyl)cyclobutyl)-1-((R or S)-1-(5-methoxy-6-((1R,5S)-2-oxo-3-azabicyclo[3.1.0]hexan-3-yl)pyridin-3-yl)ethyl)-1H-1,2,3-triazole-4-carboxamide